dicyclohexyl(3-isopropoxy-2',4',6'-triisopropyl-[1,1'-biphenyl]-2-yl)phosphan C1(CCCCC1)P(C1=C(C=CC=C1OC(C)C)C1=C(C=C(C=C1C(C)C)C(C)C)C(C)C)C1CCCCC1